OCCNC=O N-hydroxyethyl-carboxamide